racemic-2,4,6-trimethylphenyl-(4-fluorophenyl)phosphorus oxide CC1=C(C(=CC(=C1)C)C)[P](C1=CC=C(C=C1)F)=O